8-({4-[1-cyclopropyl-4-(trifluoromethyl)imidazol-2-yl]phenyl}methyl)-2-(4,6-dimethoxypyrimidin-5-yl)pyrido[2,3-d]pyrimidin-7-one C1(CC1)N1C(=NC(=C1)C(F)(F)F)C1=CC=C(C=C1)CN1C(C=CC2=C1N=C(N=C2)C=2C(=NC=NC2OC)OC)=O